bis(pentafluorophenyl)borohydride FC1=C(C(=C(C(=C1[BH2-]C1=C(C(=C(C(=C1F)F)F)F)F)F)F)F)F